[Br-].C(CCCCC)[N+]1(CCCCC1)C 1-Hexyl-1-methylpiperidin-1-ium bromide